methylcyclopentadienol CC1=C(CC=C1)O